C(C)C=1SC=2C(NCC3(CC3)C2N1)=O 2-ethylspiro[5,6-dihydrothiazolo[5,4-c]pyridine-7,1'-cyclopropane]-4-one